4-(3-amino-4-chloro-1H-indazol-5-yl)-N-((1s,3s)-3-hydroxy-3-(trifluoromethyl)cyclobutyl)-3-methylbenzenesulfonamide NC1=NNC2=CC=C(C(=C12)Cl)C1=C(C=C(C=C1)S(=O)(=O)NC1CC(C1)(C(F)(F)F)O)C